N1=CN=C(C2=C1NC=C2)N2CCSC(=C2)C=2C=C(C=NC2)N 5-(4-(7H-pyrrolo[2,3-d]pyrimidin-4-yl)-3,4-dihydro-2H-1,4-thiazin-6-yl)pyridin-3-amine